O1C(=CC=C1)CN(C(=O)C=1OC(=CC1)CN1CCOCC1)C(C)C(NCCC(C)C)=O N-(2-furylmethyl)-N-[1-(isopentylcarbamoyl)ethyl]-5-(morpholinomethyl)-furan-2-carboxamide